ClC1=CC=C(C2=CC=CC=C12)OCC1=CC=C(C=C1)B(O)O (4-(((4-chloronaphthalen-1-yl)oxy)methyl)phenyl)boronic acid